(E)-3-(5-methylpyrazin-2-yl)prop-2-enal CC=1N=CC(=NC1)/C=C/C=O